CC1(OB(OC1(C)C)C=1C=C(C=CC1)CO)C (3-(4,4,5,5-tetramethyl-1,3,2-dioxaborolan-2-yl)phenyl)methanol